C(C)[C@]1(C(OCC=2C(N3CC=4C(=NC=5C=C(C(=CC5C4C)O)F)C3=CC21)=O)=O)O (S)-4-ethyl-8-fluoro-4,9-dihydroxy-11-methyl-1,12-dihydro-14H-pyrano[3',4':6,7]indolizino[1,2-b]quinoline-3,14(4H)-dione